ClC1=CC=C(C(=O)C=2C3=C(SC2NC(CBr)=O)CC(C3)C(=O)OC)C=C1 methyl 3-(4-chlorobenzoyl)-2-(2-bromoacetamido)-4H,5H,6H-cyclopenta[b]thiophene-5-carboxylate